ClC1=C2CC(CC2=CC=C1OCCNC(=O)OC(C)(C)C)C(=O)O 4-Chloro-5-[2-[(2-methylpropan-2-yl)oxycarbonylamino]ethoxy]-2,3-dihydro-1H-indene-2-carboxylic acid